NC1=C2C(=NC=N1)N(N=C2C2=CC=C(C(=O)NC1=NC=CC(=C1)C(F)(F)F)C=C2)CCCC(=O)NC2=C(C=CC=C2)N 4-(4-amino-1-(4-((2-aminophenyl)amino)-4-oxobutyl)-1H-pyrazolo[3,4-d]pyrimidin-3-yl)-N-(4-(trifluoromethyl)pyridin-2-yl)benzamide